N[C@H](CC(=O)OCC1=CC=CC=C1)C(=O)OCC1=CC=CC=C1 dibenzyl D-aspartate